FC([C@@H]1CN(CC1)C[C@H](C)[C@H]1CC[C@H]2\C(\CCC[C@]12C)=C\C=C\1/C([C@H](C[C@@H](C1)O)O)=C)F (1R,3S,Z)-5-(2-((1R,3aS,7aR,E)-1-((R)-1-((S)-3-(difluoromethyl)pyrrolidin-1-yl)propan-2-yl)-7a-methyloctahydro-4H-inden-4-ylidene)ethylidene)-4-methylenecyclohexane-1,3-diol